NC1=C(C(=NC(=C1)C=1SC=CN1)C1=NC(=CC(=C1)OCC1=CC=C(C=C1)OC)N1CC(CC1)(O)C)Br 1-(4'-amino-3'-bromo-4-((4-methoxybenzyl)oxy)-6'-(thiazol-2-yl)-[2,2'-bipyridine]-6-yl)-3-methylpyrrolidin-3-ol